FC1=C(C=CC(=C1)C(F)(F)F)C=1CCOCC1 4-(2-fluoro-4-trifluoromethyl-phenyl)-3,6-dihydro-2H-pyran